1-(2-((4-(5-(3,3-difluoropyrrolidin-1-yl)pyridin-3-yl)-1H-1,2,3-triazole-1-yl)methyl)imidazo[1,2-a]pyridin-6-yl)-N-((3-fluorobicyclo[1.1.1]pentan-1-yl)methyl)methylamine FC1(CN(CC1)C=1C=C(C=NC1)C=1N=NN(C1)CC=1N=C2N(C=C(C=C2)CNCC23CC(C2)(C3)F)C1)F